The molecule is a member of the class of xanthones that is xanthone substituted by hydroxy groups at positions 1, 3 and 5. It has been isolated from Anaxagorea luzonensis. It has a role as a plant metabolite. It is a member of xanthones and a polyphenol. C1=CC2=C(C(=C1)O)OC3=CC(=CC(=C3C2=O)O)O